1β-hydroxyethylamino-3-methyl-2-nitrobenzene OCCNC1=C(C(=CC=C1)C)[N+](=O)[O-]